C(C)(C)(C)OC(=O)N1C2CN(CC1C2)C=2SC(=CN2)Br 3-(5-Bromothiazol-2-yl)-3,6-diazabicyclo[3.1.1]heptane-6-carboxylic acid tert-butyl ester